CC=1C(=NC=CC1)CC(=O)NN 2-(3-methylpyridin-2-yl)acethydrazide